C(C=C)OCC(C(=O)NCCN(CP(O)(O)=O)CP(O)(O)=O)(C)COCC=C ((((2,2-bis(allyloxymethyl)propanamido)ethyl)azanediyl)bis(methylene))-bis(phosphonic acid)